2-(dimethylamino)-N-(2-(((Z)-octadeca-9-en-1-yl)oxy)ethyl)-N-((9Z,12Z)-octadeca-9,12-dien-1-yl)acetamide CN(CC(=O)N(CCCCCCCC\C=C/C\C=C/CCCCC)CCOCCCCCCCC\C=C/CCCCCCCC)C